FC(OC=1C(=NC=CC1)CN1C(C(=CC=2C1=NC=CN2)C2CCNCC2)=O)F 5-((3-(difluoromethoxy)pyridin-2-yl)methyl)-7-(piperidin-4-yl)pyrido[2,3-b]pyrazin-6(5H)-one